N1=CC=C(C=C1)C1=CC2=C([N+](=C(N=[N+]2[O-])NCCC(=O)OC(C)C)[O-])C=C1 7-(pyridin-4-yl)-3-((3-isopropoxy-3-oxopropyl)amino)benzo[e][1,2,4]triazine-1,4-dioxide